C(C1=CC=CC=C1)S(=O)([Se]CF)=O Se-(fluoromethyl) benzylsulfonoselenoate